2-benzyl-2-azaspiro[3.3]heptan-6-yl (2R,6S)-2,6-dimethyl-4-[2-(trifluoromethyl)pyrimidin-5-yl]piperazine-1-carboxylate C[C@H]1N([C@H](CN(C1)C=1C=NC(=NC1)C(F)(F)F)C)C(=O)OC1CC2(CN(C2)CC2=CC=CC=C2)C1